(S)-N-(4-(3-aminoprop-1-yn-1-yl)phenyl)-1-(2-(4-(4-chlorophenyl)-2,3,9-trimethyl-6H-thieno[3,2-f][1,2,4]triazolo[4,3-a][1,4]diazepin-6-yl)acetyl)piperidine-4-carboxamide NCC#CC1=CC=C(C=C1)NC(=O)C1CCN(CC1)C(C[C@H]1C=2N(C3=C(C(=N1)C1=CC=C(C=C1)Cl)C(=C(S3)C)C)C(=NN2)C)=O